tert-Butyl (1R,5S)-3-(7-bromo-2-(((2R,7aS)-2-fluorotetrahydro-1H-pyrrolizin-7a(5H)-yl)methoxy)pyrido[3,2-d]pyrimidin-4-yl)-3,8-diazabicyclo[3.2.1]octane-8-carboxylate BrC1=CC=2N=C(N=C(C2N=C1)N1C[C@H]2CC[C@@H](C1)N2C(=O)OC(C)(C)C)OC[C@]21CCCN1C[C@@H](C2)F